(Z)-3-phenylhex-4-en-3-ol C1(=CC=CC=C1)C(CC)(\C=C/C)O